ClC1=C(C=C(C=C1)OC)C1(CCC1)O 1-(2-chloro-5-methoxyphenyl)cyclobutan-1-ol